(S)-2-(3-oxocyclohexyl)isoindoline-1,3-dione O=C1C[C@H](CCC1)N1C(C2=CC=CC=C2C1=O)=O